3-(1-methyl-1H-pyrazol-4-yl)-N-(4-(4-oxo-4-(pyridin-4-ylamino)butyl)-1-phenyl-1H-imidazol-2-yl)benzamide CN1N=CC(=C1)C=1C=C(C(=O)NC=2N(C=C(N2)CCCC(NC2=CC=NC=C2)=O)C2=CC=CC=C2)C=CC1